tert-butyl (S)-{1-[2-(6-trimethylsilylethynylbenzo[d]isoxazol-3-yl)phenyl]-2-(pyridine-2-yl)ethyl}carbamate C[Si](C)(C)C#CC1=CC2=C(C(=NO2)C2=C(C=CC=C2)[C@H](CC2=NC=CC=C2)NC(OC(C)(C)C)=O)C=C1